3-ethynyl-thiophene-2-carboxylic acid C(#C)C1=C(SC=C1)C(=O)O